(8-amino-2-(benzo[d]oxazol-4-ylmethyl)-5-(pyrimidin-4-yl)-[1,2,4]triazolo[1,5-a]pyrazin-6-yl)benzonitrile NC=1C=2N(C(=C(N1)C1=C(C#N)C=CC=C1)C1=NC=NC=C1)N=C(N2)CC2=CC=CC1=C2N=CO1